3-(1-oxo-5-(((1R,2R)-2-(3-(pyridin-4-yl)azetidin-1-yl)cyclohexyl)oxy)isoindolin-2-yl)piperidine-2,6-dione O=C1N(CC2=CC(=CC=C12)O[C@H]1[C@@H](CCCC1)N1CC(C1)C1=CC=NC=C1)C1C(NC(CC1)=O)=O